COC1=C(C(=NC=C1)C(=O)N[C@H](C(=O)O[C@H]([C@@H](C)C1=C(C=CC=C1)C)C)C)OC(CC)=O [(1S,2S)-1-methyl-2-(o-tolyl)propyl] (2S)-2-[(4-methoxy-3-propanoyloxy-pyridine-2-carbonyl)amino]propanoate